COCCOC1CCC(CC1)C1=C(C(=O)N)C=C(N=C1C1=CN=CS1)C(F)(F)F ((1r,4r)-4-(2-methoxyethoxy)cyclohexyl)-2-(thiazol-5-yl)-6-(trifluoromethyl)isonicotinamide